2-bromo-4-((tert-butyldiphenylsilyl)oxy)-N-(4-methyl-3-((4-methyl-1,4-diazepan-1-yl)sulfonyl)phenyl)butanamide BrC(C(=O)NC1=CC(=C(C=C1)C)S(=O)(=O)N1CCN(CCC1)C)CCO[Si](C1=CC=CC=C1)(C1=CC=CC=C1)C(C)(C)C